CC1=C(C=NC(=C1)C)C#N 4,6-dimethyl-pyridine-3-carbonitrile